CC(CC=O)CC\C=C(\CCC=C(C)C)/C 3,7,11-Trimethyl-(E)-6,10-dodecadienal